ClC1=C(C=C2C=C(N=CC2=C1)NC(=O)C1CC12CCOCC2)N2CCC(CC2)N2CC(C2)F N-(7-chloro-6-(4-(3-fluoroazetidin-1-yl)piperidin-1-yl)isoquinolin-3-yl)-6-oxaspiro[2.5]octane-1-carboxamide